(((1R,6S)-5-(6-((4-Cyano-2-fluorobenzyl)oxy)pyridin-2-yl)-2,5-diazabicyclo[4.2.0]octan-2-yl)methyl)-1-((4-methylpyridin-2-yl)methyl)-1H-benzo[d]imidazole-6-carboxylic acid C(#N)C1=CC(=C(COC2=CC=CC(=N2)N2CCN([C@@H]3CC[C@H]23)CC2=NC3=C(N2CC2=NC=CC(=C2)C)C=C(C=C3)C(=O)O)C=C1)F